FC(F)(F)C1SCCN1 trifluoromethyl-thiazolidine